CC=1SC(=CN1)S(=O)(=O)N[C@@H]1C[C@@H](C1)N(C=1C2=C(N=CN1)NC=C2)C 2-methyl-N-{cis-3-[methyl-(7H-pyrrolo[2,3-d]pyrimidin-4-yl)amino]cyclobutyl}-1,3-thiazole-5-sulfonamide